FC=1C=C2C=CN=C(C2=CC1)CN(CCCCN)CC1=NC=CC=C1C N1-((6-Fluoroisoquinolin-1-yl)methyl)-N1-((3-methylpyridin-2-yl)methyl)butane-1,4-diamine